2-(bis(methylthio)methyl)malononitrile CSC(C(C#N)C#N)SC